(2R)-2-methyl-N-{2-[1-(pyridin-2-ylmethyl)piperidin-4-yl]ethyl}-4-(3,4,5-trifluorophenyl)piperazine-1-carboxamide C[C@H]1N(CCN(C1)C1=CC(=C(C(=C1)F)F)F)C(=O)NCCC1CCN(CC1)CC1=NC=CC=C1